C(=O)C=1N=CC(=NC1)N1CCN(CC1)S(=O)(=O)CC(=O)OC Methyl [4-(5-formylpyrazin-2-yl)piperazine-1-sulfonyl]acetate